8-acetyl-3-(6-ethyl-5-(1H-pyrazol-4-yl)pyridin-2-yl)-1-(3-fluoro-2-methylbenzyl)-1,3,8-triazaspiro[4.5]decan-2-one C(C)(=O)N1CCC2(CN(C(N2CC2=C(C(=CC=C2)F)C)=O)C2=NC(=C(C=C2)C=2C=NNC2)CC)CC1